ClC1=C(C(=O)NS(=O)(=O)C2=C(N=C(S2)Cl)C)C=CC(=C1)Cl 2,4-Dichloro-N-((2-chloro-4-methylthiazol-5-yl)sulfonyl)benzamide